(Z)-1-(2,4-dichlorophenyl)-2-((1-methyl-3-(trifluoromethyl)-1H-pyrazol-5-yl)oxy)ethan-1-one-O-benzyl oxime C(C1=CC=CC=C1)O\N=C(/COC1=CC(=NN1C)C(F)(F)F)\C1=C(C=C(C=C1)Cl)Cl